C(CCCCCCCCCCCCCCCCC)(=O)N[C@@H](CC(=O)O)C(=O)O N-stearoyl-L-aspartic acid